3',5,5'-Trichloro-[2,2'-bipyridine]-6-carboxylic acid ClC=1C(=NC=C(C1)Cl)C1=NC(=C(C=C1)Cl)C(=O)O